3-((tert-Butoxycarbonyl)amino)-5-(trans-3-(4-(trifluoromethyl)phenyl)cyclobutoxy)-1H-indole-1-carboxylic acid tert-butyl ester C(C)(C)(C)OC(=O)N1C=C(C2=CC(=CC=C12)O[C@@H]1C[C@H](C1)C1=CC=C(C=C1)C(F)(F)F)NC(=O)OC(C)(C)C